C([C@@H](O)CC(=O)O)(=O)O (+)-L-malic acid